4-(methylamino)phenethylcarbamic acid tert-butyl ester C(C)(C)(C)OC(NCCC1=CC=C(C=C1)NC)=O